FC(CNN)F (2,2-difluoroethyl)hydrazine